C1(CC1)C1=NC(=CC(=C1)C1=C(C=C(C#N)C=C1)C1=NN=CN1C)N1C(C2=CC(=CC=C2C1)CN(CC1COC1)C)=O 4-[2-Cyclopropyl-6-(6-{[methyl(oxetan-3-ylmethyl)amino]methyl}-1-oxo-3H-isoindol-2-yl)pyridin-4-yl]-3-(4-methyl-1,2,4-triazol-3-yl)benzonitrile